C(=O)(O)C1=C(OC2=CC=C(C=C2)C(C)(C)C2=CC=C(C=C2)OC2=C(C(=CC=C2)C(=O)O)C(=O)O)C=CC=C1C(=O)O 2,2-bis[4'-(2,3-dicarboxyphenoxy)phenyl]propane